5-((4-bromo-2,6-difluorophenyl)difluoromethoxy)-1,2,3-trifluorobenzene BrC1=CC(=C(C(=C1)F)C(OC=1C=C(C(=C(C1)F)F)F)(F)F)F